FC=1C=C(CNC2=NC=C(C=N2)C2=NNC(O2)=O)C=CC1F 5-(2-((3,4-difluorobenzyl)amino)pyrimidin-5-yl)-1,3,4-oxadiazole-2(3H)-on